ethylenebismaleimide C(CC=1C(=O)NC(C1)=O)C=1C(=O)NC(C1)=O